C(OCCCCCCCCCCCC1=CC=C2C3=C1O[C@@H]1[C@]34CCN(C([C@@]4(CCC1=O)O)C2)CC2CC2)([O-])=O (4aS,7aR,12bS)-3-(cyclopropylmethyl)-4a-hydroxy-7-oxo-2,3,4,4a,5,6,7,7a-octahydro-1H-4,12-methanobenzofuro[3,2-e]isoquinolin-9-ylundecyl carbonate